3,5-difluoro-4-((6-methoxy-7-(1-methyl-1H-pyrazol-3-yl)-1H-pyrrolo[3,2-c]pyridin-1-yl)methyl)benzenesulfonamide FC=1C=C(C=C(C1CN1C=CC=2C=NC(=C(C21)C2=NN(C=C2)C)OC)F)S(=O)(=O)N